3-(1-(2-chlorobenzoyl)piperidin-4-yl)-2-oxo-2,3-dihydro-1H-benzo[d]imidazole-5-carboxylic acid ClC1=C(C(=O)N2CCC(CC2)N2C(NC3=C2C=C(C=C3)C(=O)O)=O)C=CC=C1